ClC=1C=C(CNC2=NC(=NC3=CC=C(C=C23)C=2C(=NOC2C)C)N2CCC(CC2)(C#N)C)C=CC1 (4-((3-chlorobenzyl)amino)-6-(3,5-dimethylisoxazol-4-yl)quinazolin-2-Yl)-4-methylpiperidine-4-carbonitrile